2-[(CYCLOHEXYLAMINO)(PHENYL)METHYLENE]MALONALDEHYDE C1(CCCCC1)NC(=C(C=O)C=O)C1=CC=CC=C1